5-(benzo[d][1,3]dioxol-5-yl)-8-(benzyloxy)quinoline O1COC2=C1C=CC(=C2)C2=C1C=CC=NC1=C(C=C2)OCC2=CC=CC=C2